5-(Benzo[d][1,3]dioxol-5-ylmethylene)-2-thioxodihydropyrimidine-4,6(1H,5H)-dione O1COC2=C1C=CC(=C2)C=C2C(NC(NC2=O)=S)=O